benzene-1,3,5-trisyl-tris(methylene)triphosphonic acid C1(=CC(=CC(=C1)CP(O)(O)=O)CP(O)(O)=O)CP(O)(O)=O